OC1CNCCN([C@@H]1C)C(=O)OC(C)(C)C tert-butyl (7R)-6-hydroxy-7-methyl-1,4-diazepane-1-carboxylate